S(OC1=CC=C(C=C1)OCC1=CC(=C(C(=C1)N1N=CN=C1)F)F)(=O)(=O)F 4-((3,4-difluoro-5-(1H-1,2,4-triazol-1-yl)benzyl)oxy)phenyl sulfurofluoridate